(1R,3S,5R)-N-(2-bromopyridin-4-yl)-2-azabicyclo[3.1.0]Hexane-3-carboxamide BrC1=NC=CC(=C1)NC(=O)[C@H]1N[C@@H]2C[C@@H]2C1